ClC1=CC=C(S1)CNC1=CC(=NN1C(C(C)(C)C)=O)C1CCN(CC1)CC1=NC(=CC=C1)C 1-(5-{[(5-chlorothiophen-2-yl)methyl]amino}-3-{1-[(6-methylpyridin-2-yl)methyl]piperidin-4-yl}-1H-pyrazol-1-yl)-2,2-dimethylpropan-1-one